2-[5-[[4-[3-(azetidin-1-yl)phenyl]-5-chloro-pyrimidin-2-yl]amino]-3-pyridyl]-2,8-diazaspiro[4.5]decan-1-one N1(CCC1)C=1C=C(C=CC1)C1=NC(=NC=C1Cl)NC=1C=C(C=NC1)N1C(C2(CC1)CCNCC2)=O